3,5-dimethyloctyl ethyl oxalate C(C(=O)OCC)(=O)OCCC(CC(CCC)C)C